5-(4,4,5,5-Tetramethyl-1,3,2-dioxaborolan-2-yl)-3-{[1-(1,3-thiazol-4-yl)ethyl]oxy}pyridin-2-amine CC1(OB(OC1(C)C)C=1C=C(C(=NC1)N)OC(C)C=1N=CSC1)C